C[C@@H]1CN(C[C@@H](N1)C)CC1=CC=CC=C1O 6-(((3R,5S)-3,5-dimethylpiperazine-1-yl)methyl)phenol